acetic acid (Z)-3,7-dimethylnon-1,6-dien-3-yl ester CC(C=C)(CC\C=C(/CC)\C)OC(C)=O